FC1=C(C(=NC(=N1)C=1C=NC=CC1)OC)C(F)(F)F 6-fluoro-4-methoxy-2-(3-pyridyl)-5-trifluoromethylpyrimidine